C1(CC1)C=1C=C(C=NC1C(F)(F)F)C1=NC(=C(C(=C1)N(C)CC1(CCCC1)COC)N)N 5'-Cyclopropyl-N4-{[1-(methoxymethyl)cyclopentyl]methyl}-N4-methyl-6'-(trifluoromethyl)[2,3'-bipyridin]-4,5,6-triamine